[N+](=[N-])=CC(CC[C@@H](C(=O)OC1CCN(CC1)C)NC([C@H](C)OC)=O)=O 1-methylpiperidin-4-yl (S)-6-diazo-2-((S)-2-methoxypropanamido)-5-oxohexanoate